CC1=C(C(=CC=C1)C(C)C)N1C(N=CC2=C1N=CC=C2)=O 2-methyl-6-(2-propanyl)phenyl-pyrido[2,3-d]pyrimidin-2(1H)-one